FC1=C(C=C2CCC3(CCC3)OC2=C1C#N)[N+](=O)[O-] 7-fluoro-6-nitrospiro[chromane-2,1'-cyclobutane]-8-carbonitrile